OC1=C(C(=CC(=C1CN(C(OCC)=O)C)CCCCC)O)C1CCCC(=C1)C ethyl ((2,6-dihydroxy-5'-methyl-4-pentyl-1',2',3',4'-tetrahydro-[1,1'-biphenyl]-3-yl)methyl)(methyl)carbamate